COC1=CC=C(C=C1)N(C(=O)C1CCCC2=CC=CC=C12)C 1,2,3,4-tetrahydro-naphthalene-1-carboxylic acid (4-methoxyphenyl)-methyl-amide